C(C)(C)(C)OC(=O)N1C(CCCC1)N1N=C2C=C(C(=CC2=C1)Br)OC(C)C (5-bromo-6-isopropoxy-2H-indazol-2-yl)piperidine-1-carboxylic acid tert-butyl ester